C(C)(C)(C)OC(=O)N1C2CN(CC1CC2)C2=CC1=C(NC(O1)=O)C=C2 3-(2-oxo-3H-1,3-benzoxazol-6-yl)-3,8-diazabicyclo[3.2.1]octan-8-carboxylic acid tert-butyl ester